methyl (1R,3S)-1-((2-(2-(benzyloxy)-3-fluorophenyl)pyridin-4-yl)methyl)-3-(methylsulfonamido)cyclopentane-1-carboxylate C(C1=CC=CC=C1)OC1=C(C=CC=C1F)C1=NC=CC(=C1)C[C@]1(C[C@H](CC1)NS(=O)(=O)C)C(=O)OC